ClC1=C(C(=CC=C1)N1CCN(CC1)C(C)C)NC(=O)N1CCC(CC1)(C)C1=NOC(=N1)[C@H]1[C@H](C1)F |r| Rac-N-{2-chloro-6-[4-(propan-2-yl)piperazin-1-yl]phenyl}-4-{5-[(1s,2s)-2-fluorocyclopropyl]-1,2,4-oxadiazol-3-yl}-4-methylpiperidine-1-carboxamide